BrC=1C(=CC(=C(N)C1)OC1CCC1)Cl 5-bromo-4-chloro-2-cyclobutoxyaniline